methyl (S)-7'-(3,5-difluorophenyl)-1'-oxodihydro-1'H,3'H,5'H-spiro[piperidine-4,2'-pyrazolo[1,2-a]pyrazole]-1-carboxylate FC=1C=C(C=C(C1)F)[C@@H]1CCN2N1C(C1(C2)CCN(CC1)C(=O)OC)=O